ClC=1C=C(C(=O)OC2(COC2)C2=C(C=C(C(=C2)F)N=CN(C)CC)C)C=C(C1)F 3-(4-(((ethyl(methyl)amino)methylene)amino)-5-fluoro-2-methylphenyl)oxetan-3-yl 3-chloro-5-fluorobenzoate